N1C=CC2=CC(=CC=C12)C=1SC2=C(N1)C=CC(=C2)NC2=NC1=CC=C(C=C1C(=N2)NCCCO)C 3-((2-((2-(1H-indol-5-yl)benzo[d]thiazol-6-yl)amino)-6-methylquinazolin-4-yl)amino)propan-1-ol